FC1(CCN(CC1)C1=NC=CC(=C1)NC(C1=C(C=C(C=C1)NS(=O)(=O)CCO)N1CC[Si](CC1)(C)C)=O)F N-(2-(4,4-difluoropiperidin-1-yl)pyridin-4-yl)-2-(4,4-dimethyl-1,4-azasilinan-1-yl)-4-((2-hydroxyethyl)sulfonamido)benzamide